(1S,3S)-3-{[6-(5-{[5-(cyclobutyl-methyl)-2H-1,2,3,4-tetrazol-2-yl]methyl}-1-methyl-1H-1,2,3-triazol-4-yl)-2-methylpyridin-3-yl]oxy}cyclohexane-1-carboxylic acid C1(CCC1)CC=1N=NN(N1)CC1=C(N=NN1C)C1=CC=C(C(=N1)C)O[C@@H]1C[C@H](CCC1)C(=O)O